C1(CCC(CC1)C(=O)[O-])C(=O)OC 1,4-cyclohexanedicarboxylic acid, 1-methyl ester